(2S,4S)-4-fluoro-1-[2-[(3S)-3-[[8-(trifluoromethyl)-4-quinolyl]amino]pyrrolidin-1-yl]acetyl]pyrrolidine-2-carbonitrile F[C@H]1C[C@H](N(C1)C(CN1C[C@H](CC1)NC1=CC=NC2=C(C=CC=C12)C(F)(F)F)=O)C#N